6-chloro-5-(naphthalen-1-ylmethoxy)-1H-indole ClC1=C(C=C2C=CNC2=C1)OCC1=CC=CC2=CC=CC=C12